(rac)-(6-(4-(Difluoromethyl)-3-methylphenyl)-2-azaspiro[3.4]octan-2-yl)((1s,3s)-3-hydroxy-3-methylcyclobutyl)methanon FC(C1=C(C=C(C=C1)[C@H]1CC2(CN(C2)C(=O)C2CC(C2)(C)O)CC1)C)F |r|